C(C=C)N[C@@H](CC(C)C)C(=O)O Allylleucin